COC(CC1=C(C=C(C=C1)C(F)F)OCC1=CC2=C(COC3=C(C=CC=C23)CN)C=C1)=O 2-(2-((4-(aminomethyl)-6H-benzo[c]chromen-9-yl)methoxy)-4-(difluoromethyl)phenyl)acetic acid methyl ester